C(C)(C)(C)N(C(=O)[C@H](C)OC([C@H](C)OC(C)=O)=O)C[C@@H](COC1=NSN=C1N1CCOCC1)O[Si](C)(C)C(C)(C)C (S)-2-Acetoxy-propionic acid (s)-1-{tert-butyl-[(S)-2-(tert-butyl-dimethyl-silanyloxy)-3-(4-morpholin-4-yl-[1,2,5]thiadiazol-3-yloxy)-propyl]-carbamoyl}-ethyl ester